ClC1=C(C=C(C(=C1)C(F)(F)F)F)NC(CN1C=2N(C(C(=C1CC)N1CCN(CC1)C(=O)OC(C)(C)C)=O)N=C(N2)N2CCOCC2)=O tert-butyl 4-(4-(2-((2-chloro-5-fluoro-4-(trifluoromethyl)phenyl)amino)-2-oxoethyl)-5-ethyl-2-morpholino-7-oxo-4,7-dihydro-[1,2,4]triazolo[1,5-a]pyrimidin-6-yl)piperazine-1-carboxylate